(S)-2-(6-(3,4-dimethylphenyl)-2-phenoxypyridin-3-yl)-7-thia-1,3-diazaspiro[4.4]nona-2,8-diene 7,7-dioxide CC=1C=C(C=CC1C)C1=CC=C(C(=N1)OC1=CC=CC=C1)C=1N[C@@]2(CN1)CS(C=C2)(=O)=O